4-[6-(6-isopropylsulfanyl-pyridin-2-yl)-naphthalen-2-yloxy]-butyric acid C(C)(C)SC1=CC=CC(=N1)C=1C=C2C=CC(=CC2=CC1)OCCCC(=O)O